CC(CC(=O)OC1=C2N(N=CC1=O)[C@H]([C@@H]1N(C2=O)CCC1)[C@H](C1=CC=C(C=C1)F)C1=C(C(=CC=C1)F)F)C (9aR,10S)-10-((R)-(2,3-difluorophenyl)(4-fluorophenyl)methyl)-3,5-dioxo-3,5,8,9,9a,10-hexahydro-7H-pyrrolo[1',2':4,5]pyrazino[1,2-b]pyridazin-4-yl 3-methylbutanoate